N-tetradecyl-2-(3,4-dihydroxyphenyl)-3,5,7-trihydroxyquinolin-4-one C(CCCCCCCCCCCCC)N1C(=C(C(C2=C(C=C(C=C12)O)O)=O)O)C1=CC(=C(C=C1)O)O